4-(((2-aminophenyl)carbamoyl)benzyl)-4-((4-fluorobenzyl)oxy)quinoline-2-carboxamide NC1=C(C=CC=C1)NC(=O)C(C1=CC=CC=C1)C1(CC(=NC2=CC=CC=C12)C(=O)N)OCC1=CC=C(C=C1)F